O[C@H]1[C@H](N(CC1)C(CNC(C1=CC=C(C=C1)OC1=CC=CC=C1)=O)=O)C(=O)OC Methyl (2S,3R)-3-hydroxy-1-((4-phenoxybenzoyl)glycyl)pyrrolidine-2-carboxylate